N1N=C(C=C1)C=1C=CC=C2C=C(C(NC12)=O)C(=O)N 8-(1H-pyrazol-3-yl)-2-oxo-1H-quinoline-3-carboxamide